C1(=CC=CC=C1)N1C(OC=C1)C=1C(OC2=CC(=CC=C2C1)N(CC)CC)=O 3-(3-phenyl-2-oxazolyl)-7-(diethylamino)coumarin